C(C)(=O)CC(=O)[O-].[Fe+3].C(C)(=O)CC(=O)[O-].C(C)(=O)CC(=O)[O-] iron (iii) acetylacetate